[4-(prop-2-yn-1-yloxy)phenyl]methanol C(C#C)OC1=CC=C(C=C1)CO